N-(3-(4'-(2-oxo-2-(pyrrolidin-1-yl)ethoxy)-4,5,5',6'-tetrahydro-2H-spiro[furan-3,8'-pyrano[3,4-b]pyridin]-2'-yl)-1H-pyrrolo[2,3-c]pyridine-5-yl)acetamide O=C(COC1=C2C(=NC(=C1)C1=CNC3=CN=C(C=C31)NC(C)=O)C3(OCC2)COCC3)N3CCCC3